6-amino-2-{8-[(2-cyano-2-methylideneethyl)amino]-7-methoxynaphthalen-2-yl}-N-[(1s,4s)-4-(dimethylamino)cyclohexyl]pyrimidine-4-carboxamide NC1=CC(=NC(=N1)C1=CC2=C(C(=CC=C2C=C1)OC)NCC(=C)C#N)C(=O)NC1CCC(CC1)N(C)C